1-[2-[cyclopropyl-(methyl)amino]ethyl]-5-methyl-pyrrole-2-carbonitrile C1(CC1)N(CCN1C(=CC=C1C)C#N)C